4-(5-chloro-2-fluorophenyl)-7-(((1R,5S,6s)-3-methyl-3-azabicyclo[3.1.0]hexane-6-yl)ethynyl)quinazoline-4,6-diamine ClC=1C=CC(=C(C1)C1(NC=NC2=CC(=C(C=C12)N)C#CC1[C@@H]2CN(C[C@H]12)C)N)F